C(C)(C)(C)OCl t-butylhypochlorite